1'H-spiro[cyclopentane-1,2'-naphthalene]-5'-amine C1C2(C=CC=3C(=CC=CC13)N)CCCC2